3-(2,3',5'-trichloro-2',6-difluoro-6'-hydroxy-[1,1'-biphenyl]-4-yl)-5,6-dihydroimidazo[1,5-a]pyrazin ClC1=C(C(=CC(=C1)C1=NC=C2N1CCN=C2)F)C2=C(C(=CC(=C2O)Cl)Cl)F